CN(CCCCCCCCCCCCCCCCCCCCCC)C N,N-dimethyl-docosanamine